BrC=1C=C(N(N1)C1CC1)C(=O)OC methyl 5-bromo-2-cyclopropyl-pyrazole-3-carboxylate